C(CCCCCCCCCCCCCCCCCCC(=O)[O-])(=O)OC(C)(C)C mono-tert-butyl icosanedioate